1-(3-(benzyloxy)-2-methylpropyl)-5-cyclopropyl-3-isothiocyanatopyridin-2(1H)-one C(C1=CC=CC=C1)OCC(CN1C(C(=CC(=C1)C1CC1)N=C=S)=O)C